azodiisobutylcyanide N(=NC(C(C)C)C#N)C(C(C)C)C#N